CC(CCOC1C(CC(C(C1)O[Si](C(C)(C)C)(C)C)=O)=O)C 4-(3-methylbutoxy)-6-dimethyl-tert-butylsiloxy-1,3-cyclohexanedione